C1(=CC=CC=C1)[Pd](C1=CC=CC=C1)(C1=CC=CC=C1)(C1=CC=CC=C1)(C1=CC=CC=C1)(C1=CC=CC=C1)(C1=CC=CC=C1)C1=CC=CC=C1 octaphenylpalladium